O1CC(CC1)CC(C)(N(P(O)O)C(C)C)CCC#N.O[C@H]1[C@@H](CCC1)NC(C)=O |o1:20,21| N-[rel-(1r,2r)-2-hydroxycyclopentyl]acetamide tetrahydrofuran-3-yl-(2-cyanoethyl)diisopropylphosphoramidite